(6-hydroxylpyridin-3-yl)-9H-purin OC1=CC=C(C=N1)C1=NC=C2N=CNC2=N1